ethyl-N,N-dimethyl-2-(5-methyl-6-nitro-4,5-dihydro-2H-pyrazolo[4,3-c]quinolin-2-yl)ethan-1-amine C(C)C(CN1N=C2C(CN(C=3C(=CC=CC23)[N+](=O)[O-])C)=C1)N(C)C